tert-butyl (S)-((9-(2-aminoacetamido)-4-ethyl-8-fluoro-4-hydroxy-3,14-dioxo-3,4,12,14-tetrahydro-1H-pyrano[3',4':6,7]indolizino[1,2-b]quinolin-11-yl)methyl)carbamate NCC(=O)NC1=CC=2C(=C3C(=NC2C=C1F)C1=CC2=C(C(N1C3)=O)COC([C@]2(O)CC)=O)CNC(OC(C)(C)C)=O